OC(CC)[C@@H]1COCCCN1C(=O)OCC1=CC=CC=C1 Benzyl (S)-3-(1-hydroxypropyl)-1,4-oxazepane-4-carboxylate